C[Si](CCOCCC(=O)C1=NNC2=NC=CC=C21)(C)C 2-(trimethylsilyl)ethoxylmethyl-1-pyrazolo[3,4-b]pyridin-3-yl-ethanone